N-(5-(5-(4-(tert-butyl)phenyl)-1-oxoisoindolin-2-yl)-2-hydroxyphenyl)methanesulfonamide C(C)(C)(C)C1=CC=C(C=C1)C=1C=C2CN(C(C2=CC1)=O)C=1C=CC(=C(C1)NS(=O)(=O)C)O